3-(3,4-Dimethoxyphenyl)-8-[(N,N-dimethylamino)methyl]-7-hydroxy-4H-chromen-4-one COC=1C=C(C=CC1OC)C1=COC2=C(C(=CC=C2C1=O)O)CN(C)C